CC1(N(CCC1)CCNC(=O)C1=CC(=C(S1)NC(=O)C=1C=NN2C1SC(=C2)C=2C=NN(C2)C)C)C N-(5-((2-(2,2-dimethylpyrrolidin-1-yl)ethyl)carbamoyl)-3-methylthiophen-2-yl)-2-(1-methyl-1H-pyrazol-4-yl)pyrazolo[5,1-b]thiazole-7-carboxamide